benzyl (2S,4S)-2-(4-cyanophenyl)-4-hydroxypiperidine-1-carboxylate C(#N)C1=CC=C(C=C1)[C@H]1N(CC[C@@H](C1)O)C(=O)OCC1=CC=CC=C1